N-(4-hydroxy-3-(methylsulfonyl)phenyl)benzo[c][1,2,5]oxadiazole-5-carboxamide OC1=C(C=C(C=C1)NC(=O)C1=CC=2C(=NON2)C=C1)S(=O)(=O)C